FC=1C=CC2=C(NC(=NS2(=O)=O)NCC2=CC=C(C#N)C=C2)C1[C@@H](C)C1=C(C=CC=C1)F (S)-4-(((6-fluoro-5-(1-(2-fluorophenyl)ethyl)-1,1-dioxido-4H-benzo[e][1,2,4]thiadiazin-3-yl)amino)methyl)benzonitrile